Cl.ClC1=C(C=C(C=C1)C=1C(=C(C(=NC1)N1CCC(CC1)NCC=1C=NC(=NC1)/C=C/C(=O)NO)C#N)C1=CC(=C(C=C1)C#N)F)O (E)-3-(5-(((1-(5-(4-Chloro-3-hydroxyphenyl)-3-cyano-4-(4-cyano-3-fluorophenyl)pyridin-2-yl)piperidin-4-yl)amino)methyl)pyrimidin-2-yl)-N-hydroxyacrylamide hydrochloride